2-[3-(benzimidazol-1-yl)phenoxy]-9-[4-tert-butylphenyl-3,5-bis(methyl-d3)pyridin-2-yl]carbazole N1(C=NC2=C1C=CC=C2)C=2C=C(OC1=CC=3N(C4=CC=CC=C4C3C=C1)C1=NC=C(C(=C1C([2H])([2H])[2H])C1=CC=C(C=C1)C(C)(C)C)C([2H])([2H])[2H])C=CC2